(1-(2-(3,4-Dichloro-5-methyl-1H-pyrrole-2-carboxamido)-5-(2H-tetrazol-5-yl)phenyl)piperidin-3-yl)methanaminium chloride [Cl-].ClC1=C(NC(=C1Cl)C)C(=O)NC1=C(C=C(C=C1)C=1N=NNN1)N1CC(CCC1)C[NH3+]